Cl.N1(CC(C1)N1C(N(CC=2C1=NC(=NC2)NC)C2=C(C(=CC(=C2Cl)OC)OC)Cl)=O)C2CNC2 1-([1,3'-biazetidine]-3-yl)-3-(2,6-dichloro-3,5-dimethoxyphenyl)-7-(methylamino)-3,4-dihydropyrimido[4,5-d]pyrimidin-2(1H)-one hydrochloride